ClS(=O)(=O)CC1CCN(CC1)C(=O)OC(C)(C)C tert-Butyl 4-((chlorosulfonyl)methyl)piperidine-1-carboxylate